C1=C(C=CC2=CC=CC=C12)NC1=C(C=CC=C1)NC1=CC2=CC=CC=C2C=C1 diβ-naphthylphenylenediamine